C(C1=CC=CC=C1)ON1[C@@H]2CC[C@H](N(C1=O)C2)C(NS(=O)(=O)C2=NC=CN=C2)=N (2S,5R)-6-(benzyloxy)-7-oxo-N-(pyrazin-2-ylsulfonyl)-1,6-diazabicyclo[3.2.1]octane-2-carboximidamide